ClC=1C=C2C=CC(=CC2=CC1)CCC(C(=O)N[C@@H]([C@H](O)C1=CC=C(C=C1)OC1CC1)CN1CCCC1)(F)F 4-(6-chloronaphthalen-2-yl)-N-((1r,2r)-1-(4-cyclopropoxyphenyl)-1-hydroxy-3-(pyrrolidin-1-yl)propan-2-yl)-2,2-difluorobutanamide